4-[[3-(3-fluoro-4-methoxyphenyl)imidazo[1,2-a]pyrazin-8-yl]amino]-2-methyl-N-(piperazin-2-ylmethyl)benzamide FC=1C=C(C=CC1OC)C1=CN=C2N1C=CN=C2NC2=CC(=C(C(=O)NCC1NCCNC1)C=C2)C